BrC1=C(C=2N(N(C1=O)C)C=C(N2)CC#N)N2[C@H](CN([C@@H](C2)CC)C(C)C2=CC=C1C(=N2)SC(=N1)C)C 2-(7-bromo-8-((2s,5r)-5-ethyl-2-methyl-4-(1-(2-methylthiazolo[5,4-b]pyridin-5-yl)ethyl)piperazin-1-yl)-5-methyl-6-oxo-5,6-dihydroimidazo[1,2-b]pyridazin-2-yl)acetonitrile